O=C1NCCN(C1)C(=O)[O-] 5-oxopiperazine-1-carboxylate